2,4,6-trimercaptomethyl-1,3,5-trithiane SCC1SC(SC(S1)CS)CS